5-formyl-N-(4-((4-isobutylpiperidin-1-yl)sulfonyl)phenyl)-2-(N-methylmethyl-sulfonamido)benzamide C(=O)C=1C=CC(=C(C(=O)NC2=CC=C(C=C2)S(=O)(=O)N2CCC(CC2)CC(C)C)C1)N(S(=O)(=O)C)C